4-(2-methyl-2-propyl)benzoic acid CC(C)(C)C1=CC=C(C(=O)O)C=C1